ClC1=C(C=CC(=C1)F)[C@@H]1N=C(NC(=C1C(=O)OC)C12C3C4C5(C3C1C5C24)CC(=O)OC)C=2SC=CN2 |o1:8| (4R*)-methyl 4-(2-chloro-4-fluorophenyl)-6-((2R,3R,4S,5S)-4-(2-methoxy-2-oxoethyl)cuban-1-yl)-2-(thiazol-2-yl)-1,4-dihydropyrimidine-5-carboxylate